butyl Benzyl phthalate (Benzyl butyl phthalate) C(C1=CC=CC=C1)C=1C(=C(C(C(=O)O)=CC1)C(=O)O)CCCC.C(C=1C(C(=O)OCC2=CC=CC=C2)=CC=CC1)(=O)OCCCC